C(C)(C)OC([C@H](C)NP(=O)(C)OC1=CC(=CC(=C1C1=CC(=CC=C1)C)OP(=O)(C)N[C@@H](C)C(=O)OC(C)C)CCCCC)=O isopropyl (((6-(((((S)-1-isopropoxy-1-oxopropan-2-yl)amino)(methyl)phosphoryl)oxy)-3'-methyl-4-pentyl-[1,1'-biphenyl]-2-yl)oxy)(methyl)phosphoryl)-L-alaninate